2-[2-Fluoro-4-(2-hydroxyethyl)phenyl]-N-[(3S)-2-oxo-5-phenyl-1,3-dihydro-1,4-benzodiazepin-3-yl]pyrazolo[1,5-a]pyrimidine-3-carboxamide FC1=C(C=CC(=C1)CCO)C1=NN2C(N=CC=C2)=C1C(=O)N[C@@H]1C(NC2=C(C(=N1)C1=CC=CC=C1)C=CC=C2)=O